2-deoxy-2-fluoro-D-arabinose F[C@H](C=O)[C@H](O)[C@H](O)CO